C1(=CC=CC=C1)C(C#N)=CCCCCCCC phenyldec-2-enenitrile